(3R,4S)-1-(4-((8-((2R,3S)-3-((ethylsulfonyl)methyl)-2-methylazetidin-1-yl)-5-isopropyl-2,7-naphthyridin-3-yl)amino)-1,3,5-triazin-2-yl)-3-fluoro-3-methylpiperidin-4-ol C(C)S(=O)(=O)C[C@@H]1[C@H](N(C1)C=1N=CC(=C2C=C(N=CC12)NC1=NC(=NC=N1)N1C[C@@]([C@H](CC1)O)(C)F)C(C)C)C